OCCC(C(O)=O)CCCCCCCC hydroxyethyl-capric acid